BrC1=NN2C(C(=N[C@@H](C2)C)C)=C1 (6R)-2-bromo-4,6-dimethyl-6,7-dihydropyrazolo[1,5-a]pyrazine